FC=1C=C(C=C2CN(C(C12)=O)C1C(NC(CC1)=O)=O)N1C(C(NC(C1([2H])[2H])([2H])[2H])([2H])[2H])([2H])[2H] 3-(7-fluoro-1-oxo-5-(piperazin-1-yl-2,2,3,3,5,5,6,6-d8)isoindolin-2-yl)piperidine-2,6-dione